3-(3-cyclopropylisoxazol-5-yl)-1-methyl-1H-pyrazol-5-amine C1(CC1)C1=NOC(=C1)C1=NN(C(=C1)N)C